N1=CC=C(C=C1)N1C2=NC(=NC(=C2N=C1)N1N=C(C=C1)C=1C=C(C=CC1)C)N1CCOCC1 4-(9-(pyridin-4-yl)-6-(3-(m-tolyl)-1H-pyrazol-1-yl)-9H-purin-2-yl)morpholine